5-((5-Chloro-2-(3-(trifluoromethyl)-1H-pyrazol-1-yl)pyrimidin-4-yl)amino)-6-fluoro-3-(3-hydroxy-3-methylbutyl)-1-methyl-1,3-dihydro-2H-benzo[d]imidazol-2-on ClC=1C(=NC(=NC1)N1N=C(C=C1)C(F)(F)F)NC1=CC2=C(N(C(N2CCC(C)(C)O)=O)C)C=C1F